4-((2-fluoro-4-(1H-pyrazol-5-yl)benzyl)oxy)phenyl sulfurofluoridate S(OC1=CC=C(C=C1)OCC1=C(C=C(C=C1)C1=CC=NN1)F)(=O)(=O)F